Keto-Butyric Acid O=C(C(=O)O)CC